4-(4-((1R,5S)-3,8-Diazabicyclo[3.2.1]octan-3-yl)-8-fluoro-2-(((S)-1-(methyl-d3)pyrrolidin-2-yl)methoxy-d2)pyrido[4,3-d]pyrimidin-7-yl)-5-ethynyl-6-fluoronaphthalen-2-ol [C@H]12CN(C[C@H](CC1)N2)C=2C1=C(N=C(N2)OC([2H])([2H])[C@H]2N(CCC2)C([2H])([2H])[2H])C(=C(N=C1)C1=CC(=CC2=CC=C(C(=C12)C#C)F)O)F